(6-(2-(6-methylpyridin-2-yl)-5,6-dihydro-cyclopenta[d]imidazol-1(4H)-yl)imidazo[1,2-a]pyridine-3-carbonyl)glycine methyl ester COC(CNC(=O)C1=CN=C2N1C=C(C=C2)N2C(=NC1=C2CCC1)C1=NC(=CC=C1)C)=O